8-hydroxystearic anhydride OC(CCCCCCC(=O)OC(CCCCCCC(CCCCCCCCCC)O)=O)CCCCCCCCCC